N-(4-(3-(4-methylphenyl-sulphonylamino)phenyl)thiazol-2-yl)acetamide tert-butyl-(2R)-2-[[2-bromo-4-(cyclopropanecarbonylamino)phenoxy]methyl]piperidine-1-carboxylate C(C)(C)(C)OC(=O)N1[C@H](CCCC1)COC1=C(C=C(C=C1)NC(=O)C1CC1)Br.CC1=CC=C(C=C1)S(=O)(=O)NC=1C=C(C=CC1)C=1N=C(SC1)NC(C)=O